SPIRO[4.5]DEC-7-EN C1CCCC12CC=CCC2